C(CCCCC)=O 3Z-hexanal